3-(5-(4-((1-(5-chloro-4-((1-methyl-2-oxo-3-(2-oxopropoxy)-1,2-dihydroquinolin-6-yl)amino)pyrimidin-2-yl)piperidin-4-yl)methyl)piperazin-1-yl)-1-oxoisoindolin-2-yl)piperidine-2,6-dione ClC=1C(=NC(=NC1)N1CCC(CC1)CN1CCN(CC1)C=1C=C2CN(C(C2=CC1)=O)C1C(NC(CC1)=O)=O)NC=1C=C2C=C(C(N(C2=CC1)C)=O)OCC(C)=O